spiro[2H-1,3-benzoxazine-2,1'-cyclohexan]-4(3H)-one C12(CCCCC1)OC1=C(C(N2)=O)C=CC=C1